CC1=C(C=C(C=C1)N)NC 1-methyl-2-methylamino-4-aminobenzene